(4R)-4-hydroxy-1-[(2'-methyl-1,1'-biphenyl-4-yl)carbonyl]L-proline methyl-2-chloro-4-(7-(3,4-dimethoxyphenyl)pyrazolo[1,5-a]pyrimidine-2-carboxamido)benzoate CC=1C(=C(C(=O)O)C=CC1NC(=O)C1=NN2C(N=CC=C2C2=CC(=C(C=C2)OC)OC)=C1)Cl.O[C@@H]1C[C@H](N(C1)C(=O)C1=CC=C(C=C1)C1=C(C=CC=C1)C)C(=O)O